2-(5-(methyl(2,2,6,6-tetramethylpiperidin-4-yl)amino)-1,3,4-thiadiazol-2-yl)-5-(3-(methylamino)-1H-pyrazol-1-yl)phenol CN(C1=NN=C(S1)C1=C(C=C(C=C1)N1N=C(C=C1)NC)O)C1CC(NC(C1)(C)C)(C)C